4-(2-chloroacetyl)-N-phenylpiperazine-1-carboxamide ClCC(=O)N1CCN(CC1)C(=O)NC1=CC=CC=C1